lauroyl-beta-aminopropionic acid C(CCCCCCCCCCC)(=O)C(C(=O)O)CN